N-(2-aminoethyl)quinoline-3-carboxamide methyl-[1-({6-[(2R)-butan-2-ylamino]-2-(pyrazolo[5,1-b][1,3]thiazol-7-yl)pyrimidin-4-yl}carbonyl)piperidin-4-yl]carbamate Tosylate Monohydrate O.S(=O)(=O)(O)C1=CC=C(C)C=C1.CN(C(O)=O)C1CCN(CC1)C(=O)C1=NC(=NC(=C1)N[C@H](C)CC)C=1C=NN2C1SC=C2.NCCNC(=O)C=2C=NC1=CC=CC=C1C2